(S)-4-oxo-6-(4-(pyrrolidin-1-yl)phenyl)-1-(2-((tetrahydrofuran-3-yl)amino)benzo[d]oxazol-6-yl)-1,4-dihydropyridine-3-carboxylic acid O=C1C(=CN(C(=C1)C1=CC=C(C=C1)N1CCCC1)C1=CC2=C(N=C(O2)N[C@@H]2COCC2)C=C1)C(=O)O